FC1=C(C=C(N)C=C1)C(F)(F)F 4-fluoro-3-trifluoromethylaniline